tert-butyl (S)-4-((4-(4-((2,6-dioxopiperidin-3-yl)carbamoyl)-3-fluorophenyl)piperazin-1-yl)methyl)piperidine-1-carboxylate O=C1NC(CC[C@@H]1NC(=O)C1=C(C=C(C=C1)N1CCN(CC1)CC1CCN(CC1)C(=O)OC(C)(C)C)F)=O